rac-2-(7-fluoro-4-methoxy-2-methyl-1H-indol-1-yl)propan-1-amine FC=1C=CC(=C2C=C(N(C12)[C@@H](CN)C)C)OC |r|